3-(5-((5-amino-2-oxoindolin-3-ylidene)methyl)furan-2-yl)benzoic acid NC=1C=C2C(C(NC2=CC1)=O)=CC1=CC=C(O1)C=1C=C(C(=O)O)C=CC1